C(C)[S@](=O)(=N)C=1C=C(C=NC1C=1N=C2N(C=CC(=C2)C(F)(F)F)C1)OC(C#N)(C)C (R)-2-[[5-(ethylsulfonimidoyl)-6-[7-(trifluoromethyl)imidazo[1,2-a]pyridin-2-yl]-3-pyridyl]oxy]-2-methyl-propanenitrile